(3S,5S)-1-(3,4-difluorophenyl)-5-(5-(3,5-dimethylisoxazol-4-yl)-1-((trans)-4-methoxycyclohexyl)-1H-benzo[d]imidazol-2-yl)-3-fluoropyrrolidin-2-one FC=1C=C(C=CC1F)N1C([C@H](C[C@H]1C1=NC2=C(N1[C@@H]1CC[C@H](CC1)OC)C=CC(=C2)C=2C(=NOC2C)C)F)=O